allyl-(methyl)acrylic acid isocyanate C(C=C)C=C(C(=O)N=C=O)C